BrC1=CC=C(C=C1)N(C1=CC=C(C=C1)I)C1=CC=C(C=C1)Br N,N-bis(4-bromophenyl)-4-iodoaniline